(R)-5'-bromo-2'-oxo-1,1',2',3-tetrahydrospiro[indene-2,3'-pyrrolo[2,3-B]pyridine]-5-carboxylic acid methyl ester COC(=O)C=1C=C2C[C@]3(C(NC4=NC=C(C=C43)Br)=O)CC2=CC1